(Z)-2-(2-(3-(3-(3,5-bis(trifluoromethyl)phenyl)-1H-1,2,4-triazol-1-yl)acryloyl)pyrazolidin-1-yl)-N,N-dimethyl-2-oxoacetamide FC(C=1C=C(C=C(C1)C(F)(F)F)C1=NN(C=N1)\C=C/C(=O)N1N(CCC1)C(C(=O)N(C)C)=O)(F)F